BrC1=CC=C(C=C1)[C@]12[C@](C3=C(C=NC=C3OC)O1)([C@@H]([C@@H]([C@H]2C2=CC=CC=C2)C(=O)N2CCOCC2)O)O |r| Rac-((4bS,5R,6R,7S,7aR)-7a-(4-bromophenyl)-4b,5-dihydroxy-4-methoxy-7-phenyl-4b,6,7,7a-tetrahydro-5H-cyclopenta[4,5]furo[2,3-c]pyridin-6-yl)(morpholino)methanone